C(C=C)(=O)OCCCCCCOC1=CC=C(C(=O)O)C=C1 4-(6-acryloyloxyhexyloxy)benzoic acid